ClC1=NC=C(C(=N1)C#CC1=CN=C(N1C(C)C)C(C)=O)Cl 1-(5-((2,5-dichloropyrimidin-4-yl)ethynyl)-1-isopropyl-1H-imidazol-2-yl)ethan-1-one